C(C)(C)(C)OC(=O)N1CC=2C=CC(=NC2CC1)C(=C)OCC 2-(1-ethoxyvinyl)-7,8-dihydro-1,6-naphthyridine-6(5H)-carboxylic acid tert-butyl ester